NC(N)=N[C@@H]1[C@H]([C@@H](OC(=C1)C(=O)O)[C@@H]([C@@H](CO)O)O)NC(C)=O (2R,3R,4S)-4-[(diaminomethylidene)amino]-3-acetamido-2-[(1R,2R)-1,2,3-trihydroxypropyl]-3,4-dihydro-2H-pyran-6-carboxylic acid